ethyl 6-chloro-4-hydroxy-1-methyl-2-oxo-1,2-dihydro-1,8-naphthyridine-3-carboxylate ClC=1C=C2C(=C(C(N(C2=NC1)C)=O)C(=O)OCC)O